FC=1C=2CCCC2C(=C2C1CC2)NC(=O)N=[S@](=O)(N)C=2C=NN1C2OC(C1)(C)C (R)-N'-((7-fluoro-2,4,5,6-tetrahydro-1H-cyclobuta[f]inden-3-yl)carbamoyl)-2,2-dimethyl-2,3-dihydropyrazolo[5,1-b]oxazole-7-sulfonimidamide